N-(4-(6-chloro-1-methyl-1H-benzo[d]imidazol-2-yl)phenyl)-4,4-difluorocyclohexane-1-carboxamide ClC=1C=CC2=C(N(C(=N2)C2=CC=C(C=C2)NC(=O)C2CCC(CC2)(F)F)C)C1